C[C@H]1[C@@H](O1)C=O ((2R,3S)-3-methyloxiran-2-yl)methanone